Methyl 2-((2-(((tert-butoxycarbonyl)(2-(6-methoxy-3-nitropyridin-2-yl)ethyl)-amino)methyl)-4-(trifluoromethoxy)phenyl)amino)-4,5-difluorobenzoate C(C)(C)(C)OC(=O)N(CCC1=NC(=CC=C1[N+](=O)[O-])OC)CC1=C(C=CC(=C1)OC(F)(F)F)NC1=C(C(=O)OC)C=C(C(=C1)F)F